N-[4-[1-[[4-[5-(difluoromethyl)-1,3,4-oxadiazol-2-yl]-3-fluorophenyl]methyl]imidazol-4-yl]phenyl]-4,5-dihydro-1H-imidazol-2-amine FC(C1=NN=C(O1)C1=C(C=C(C=C1)CN1C=NC(=C1)C1=CC=C(C=C1)NC=1NCCN1)F)F